C(#N)C1=C(C=CC(=N1)N1C[C@H](N([C@H](C1)C)C(=O)OC(C)(C)C)C)C(=O)OC tert-butyl (2R,6S)-4-(6-cyano-5-(methoxycarbonyl)pyridin-2-yl)-2,6-dimethylpiperazine-1-carboxylate